CC(CCCCCOC(CCSC1=C2C(=NC(=C1)C=1C(=NC=CC1)OCC)C(=NN2C(C)C)C)=O)C 3-((5-(2-ethoxypyridin-3-yl)-1-isopropyl-3-methyl-1H-pyrazolo[4,3-b]Pyridin-7-yl)thio)propanoic acid 6-methylheptyl ester